4-(benzyloxy)-2-nitrobenzoic acid methyl ester COC(C1=C(C=C(C=C1)OCC1=CC=CC=C1)[N+](=O)[O-])=O